4-(Pyrrolidin-1-yl)-N-((7-(trifluoromethyl)-10H-phenoxazin-3-yl)methyl)butanamide N1(CCCC1)CCCC(=O)NCC=1C=CC=2NC3=CC=C(C=C3OC2C1)C(F)(F)F